(E)-N-[(4-hydroxy-3-methoxyphenyl)methyl]-7-methyloct-5-enamide OC1=C(C=C(C=C1)CNC(CCC\C=C\C(C)C)=O)OC